tert-butyl N-[(6-benzyloxy-3-pyridyl)methyl]carbamate C(C1=CC=CC=C1)OC1=CC=C(C=N1)CNC(OC(C)(C)C)=O